ClC1=C(C2=C(N=N1)SC1=C2N=CN=C1NC1CN(C1)C1=NC=C(C=N1)C(F)(F)F)C 3-chloro-4-methyl-N-[1-[5-(trifluoromethyl)pyrimidin-2-yl]azetidin-3-yl]pyrimido[4',5':4,5]thieno[2,3-c]pyridazin-8-amine